(5S,6R)-8-(cyano-methyl)-N-(2,4-dichlorobenzyl)-5-fluoro-8-hydroxy-5,6,7,8-tetrahydro-quinoline-5-carboxamide C(#N)CC1(CC[C@](C=2C=CC=NC12)(C(=O)NCC1=C(C=C(C=C1)Cl)Cl)F)O